3-(4-(3-(1-Methyl-1H-pyrazol-5-yl)piperidin-1-yl)pyrimidin-2-yl)-6-(trifluoromethyl)imidazo[1,2-a]pyrazine CN1N=CC=C1C1CN(CCC1)C1=NC(=NC=C1)C1=CN=C2N1C=C(N=C2)C(F)(F)F